diphenyl sulfone, fluoride salt [F-].C1(=CC=CC=C1)S(=O)(=O)C1=CC=CC=C1